trimethylolglutaryl-coenzyme A C(O)C(C(C(=O)SCCNC(CCNC([C@@H](C(COP(OP(OC[C@@H]1[C@H]([C@H]([C@@H](O1)N1C=NC=2C(N)=NC=NC12)O)OP(=O)(O)O)(=O)O)(=O)O)(C)C)O)=O)=O)(CO)CO)CC(=O)O